p-tolylmethyl 4-[(E)-[ethyl (methyl) amino] methyleneamino]-2,5-dimethyl-benzoate C(C)N(C)\C=N\C1=CC(=C(C(=O)OCC2=CC=C(C=C2)C)C=C1C)C